C(C)OC(=O)C1=CN(C2=NC=C(C=C2C1=O)Br)N(CC(F)(F)F)C(=O)OC(C)(C)C 6-bromo-1-((tert-butoxycarbonyl)(2,2,2-trifluoroethyl)amino)-4-oxo-1,4-dihydro-1,8-naphthyridine-3-carboxylic acid ethyl ester